C(CCCCCCCC1C(CCCCCC)O1)(=O)OCC ethyl 9,10-epoxyhexadecanoate